C(C)(C)C1=C(C=CC=C1)C1=NC=C2N(C(N(C2=N1)CC1=CC=C(C=C1)B1OC(C(O1)(C)C)(C)C)=O)C (2-isopropylphenyl)-7-methyl-9-(4-(4,4,5,5-tetramethyl-1,3,2-dioxaborolan-2-yl)benzyl)-7,9-dihydro-8H-purin-8-one